ClC1=C(C(=C(C(=C1F)C=O)NC(OC(C)(C)C)=O)F)F tert-butyl (4-chloro-2,3,5-trifluoro-6-formylphenyl)carbamate